C(C=CC)N1C(C2=C(C(=C1)C1=NC=C(C=C1OC)C(=O)N1CCN(CC1)C)C=C(N2)C)=O 6-but-2-enyl-4-[3-methoxy-5-(4-methylpiperazine-1-carbonyl)-2-pyridinyl]-2-methyl-1H-pyrrolo[2,3-c]pyridin-7-one